Nicotinic Acid C(C1=CN=CC=C1)(=O)O